(1S,2R)-1-[4-[4-(dimethoxymethyl)-1-piperidyl]phenyl]-2-indan-5-yl-tetralin-6-ol COC(C1CCN(CC1)C1=CC=C(C=C1)[C@@H]1[C@@H](CCC2=CC(=CC=C12)O)C=1C=C2CCCC2=CC1)OC